CC1=C(C(=CC=C1)C)C1=NC(=NC(=C1F)CC[C@@H](CC(C)C)NC1CC2(CC2)C1)NS(=O)(=O)C=1C=C(C(=O)O)C=CC1 3-[[4-(2,6-dimethylphenyl)-5-fluoro-6-[(3s)-5-methyl-3-(spiro[2.3]hexan-5-ylamino)hexyl]pyrimidin-2-yl]sulfamoyl]benzoic acid